NCCOCCOCCOCCOCCOCCOCCNC(OC(C)(C)C)=O tert-butyl (20-amino-3,6,9,12,15,18-hexaoxaicosyl)carbamate